F[C@@H]1CN(CC1)C1=NC=CC(=C1C1=NC2=C(CNCC2)N1)C1=CC=CC=C1 (S)-2-(2-(3-fluoropyrrolidin-1-yl)-4-phenylpyridin-3-yl)-4,5,6,7-tetrahydro-3H-imidazo[4,5-c]pyridine